6-(1,5-dimethyl-1H-pyrazol-4-yl)-4-hydroxypyrazolo[1,5-a]pyridine-3-carbonitrile CN1N=CC(=C1C)C=1C=C(C=2N(C1)N=CC2C#N)O